C(#N)C=1C=NN2C1C(=CC(=C2)OCC)C=2C=CC(=NC2)N2C[C@@H]([C@@H](CC2)C)N(C(OC(C)(C)C)=O)C tert-butyl ((3R,4R)-1-(5-(3-cyano-6-ethoxypyrazolo[1,5-a]pyridin-4-yl)pyridin-2-yl)-4-methylpiperidin-3-yl)(methyl)carbamate